6-(2-(((S)-2-fluorobutyl)amino)-4-(((1r,4S)-4-hydroxycyclohexyl)amino)pyrimidin-5-yl)nicotinnitrile F[C@H](CNC1=NC=C(C(=N1)NC1CCC(CC1)O)C1=NC=C(C#N)C=C1)CC